tert-butyl (2R)-2-[[2-bromo-4-(cyclopropanecarbonylamino) phenoxy]methyl]azetidine-1-carboxylate BrC1=C(OC[C@@H]2N(CC2)C(=O)OC(C)(C)C)C=CC(=C1)NC(=O)C1CC1